3-[3-(4-Methoxy-benzyl)-3H-imidazo[4,5-b]pyridin-2-yl]-N-((S)-1-methyl-1-phenyl-butyl)-propionamide COC1=CC=C(CN2C(=NC=3C2=NC=CC3)CCC(=O)N[C@@](CCC)(C3=CC=CC=C3)C)C=C1